titanium-ruthenium dioxide [Ru](=O)=O.[Ti]